S1C=NC2=C1C=CC(=C2)CNC(=O)[C@H]2NCCN(C2)C=2C1=C(N=CN2)C=C(S1)C1=CC(=C(C=C1)C)F (S)-N-(benzo[d]thiazol-5-ylmethyl)-4-(6-(3-fluoro-4-methylphenyl)thieno[3,2-d]pyrimidin-4-yl)piperazine-2-carboxamide